C(C)N(C1=CC=CC=C1)C1=CC=C(OC=2N=C(C3=C(N2)C=NC=C3)O)C=C1 2-[4-(N-ethyl-anilino)phenoxy]pyrido[3,4-d]pyrimidin-4-ol